CN(C/C=C/C(=O)NC=1C(=CC(=C(C1)NC1=NC=C(C(=N1)C1=CN(C2=CC=CC=C12)C)C(=O)O)OC)F)C (E)-2-((5-(4-(dimethylamino)but-2-enamido)-4-fluoro-2-methoxyphenyl)amino)-4-(1-methyl-1H-indol-3-yl)pyrimidine-5-carboxylic acid